(6-(5,6-dimethoxy-1H-benzo[d]imidazol-1-yl)-2-(pyrrolidin-1-yl)pyridin-3-yl)methanol COC1=CC2=C(N(C=N2)C2=CC=C(C(=N2)N2CCCC2)CO)C=C1OC